O=C(C(=O)[O-])C oxo-propanoate